4-(3-(2,4-dioxotetrahydropyrimidin-1(2H)-yl)-5-fluoro-1-methyl-1H-indazol-6-yl)-3,3-difluoro-3,6-dihydropyridine-1(2H)-carboxylic acid tert-butyl ester C(C)(C)(C)OC(=O)N1CC(C(=CC1)C1=C(C=C2C(=NN(C2=C1)C)N1C(NC(CC1)=O)=O)F)(F)F